tert-butyl (4-(6-bromopyrido[2,3-b]pyrazin-2-yl)-1-methylcyclohexyl)carbamate BrC=1C=CC=2C(=NC=C(N2)C2CCC(CC2)(C)NC(OC(C)(C)C)=O)N1